(S)-3-(3-(4-hydroxy-1,5-dimethyl-2-oxo-1,2-dihydropyridin-3-yl)ureido)-3-(4-phenylthiophen-2-yl)propanoic acid ethyl ester C(C)OC(C[C@@H](C=1SC=C(C1)C1=CC=CC=C1)NC(=O)NC=1C(N(C=C(C1O)C)C)=O)=O